O[C@H](CCC)C1=CC(=C(C=N1)C=1C(N(C2=CC(=NC=C2C1)NC(=O)C1CC1)C)=O)C (R)-N-(3-(6-(1-hydroxybutyl)-4-methylpyridin-3-yl)-1-methyl-2-oxo-1,2-dihydro-1,6-naphthyridin-7-yl)cyclopropanecarboxamide